N-(2-amino-2-oxoethyl)-4-((3-(4-methoxy-phenyl)imidazo[1,2-a]pyrazin-8-yl)amino)-2-methylbenzamide NC(CNC(C1=C(C=C(C=C1)NC=1C=2N(C=CN1)C(=CN2)C2=CC=C(C=C2)OC)C)=O)=O